ClCC(=O)NC1=C(C=C(C(=C1)Cl)C(F)(F)F)Cl 2-chloro-N-(2,5-dichloro-4-(trifluoromethyl)phenyl)acetamide